CN1[C@H](C(N2C3=C(N=C(N=C13)NCC=1C=NN(C1)CC1=CC(=CC=C1)C(F)(F)F)CCC2)=O)C (S)-4,5-dimethyl-2-(((1-(3-(trifluoromethyl)benzyl)-1H-pyrazol-4-yl)methyl)amino)-4,5,9,10-tetrahydro-6H,8H-pyrido[3,2,1-de]pteridin-6-one